6-(6-(2-hydroxypropan-2-yl)pyridin-3-yl)-4-(piperidin-4-yl)-3,4-dihydropyrazino[2,3-b]pyrazin-2(1H)-one OC(C)(C)C1=CC=C(C=N1)C=1N=C2C(=NC1)NC(CN2C2CCNCC2)=O